N1C=NC2=C1C=C(C=C2)C(=O)O 1H-benzimidazole-6-carboxylic acid